N-(5-bromo-1-methylindazol-3-yl)-N-(tert-butoxycarbonyl)carbamic acid tert-butyl ester C(C)(C)(C)OC(N(C(=O)OC(C)(C)C)C1=NN(C2=CC=C(C=C12)Br)C)=O